(5-((4-chloro-2-fluorobenzyl)oxy)-2,4-difluorophenyl)piperidine hydrochloride Cl.ClC1=CC(=C(COC=2C(=CC(=C(C2)N2CCCCC2)F)F)C=C1)F